4-bromo-2-(2,6-dioxopiperidin-3-yl)isoindoline-1,3-dione BrC1=C2C(N(C(C2=CC=C1)=O)C1C(NC(CC1)=O)=O)=O